CC(=CCC/C(=C/CC/C(=C/CC/C(=C/CC/C(=C/CC/C(=C/CC/C(=C/CC/C(=C/CC/C(=C/CC/C(=C/CC/C(=C/CC/C(=C/CC/C(=C/CC/C(=C/CC/C(=C/CC/C(=C/CC/C(=C/CC/C(=C/CC/C(=C/CC/C(=C/CC/C(=C/COP(=O)(O)OP(=O)(O)O)/C)/C)/C)/C)/C)/C)/C)/C)/C)/C)/C)/C)/C)/C)/C)/C)/C)/C)/C)/C)C The molecule is a polyprenol diphosphate compound having twenty-one prenyl units with undefined stereochemistry about the double bonds. It has a role as a Saccharomyces cerevisiae metabolite.